2-(cis-3-allyloxy-5-methoxypiperidin-1-yl)-4-Aminopyrimidine C(C=C)O[C@@H]1CN(C[C@@H](C1)OC)C1=NC=CC(=N1)N